CN(C1(CCC2(CN(C(N2)=O)C=2C=NC(=NC2)C(F)(F)F)CC1)C1=CC(=CC=C1)F)C cis-8-dimethylamino-8-(3-fluorophenyl)-3-[2-(trifluoromethyl)-pyrimidin-5-yl]-1,3-diazaspiro[4.5]decan-2-one